S=S.[Li] lithium thiosulfide